2,6-Dibenzyl-4-tert-butylaniline C(C1=CC=CC=C1)C1=C(N)C(=CC(=C1)C(C)(C)C)CC1=CC=CC=C1